CNC(=O)C1=CC=C(C=N1)N1C=CN=CC=C1 4-(6-(methylcarbamoyl)pyridin-3-yl)-1,4-diazepine